2,3,5-trimethyl-fluorobenzene CC1=C(C=C(C=C1C)C)F